N1=CC(=CC=C1)C=1N=C(SC1)C1=C(C(=O)N)C=CC=C1 [4-(3-pyridyl)thiazol-2-yl]benzamide